8-aminooctylsilane NCCCCCCCC[SiH3]